C(C1=CC=CC=C1)(=O)OC[C@@]1(CN(C[C@@H](O1)N1C2=NC=NC(=C2N=C1)NC(C1=CC=CC=C1)=O)C(C)C)CO [(2R,6R)-6-(6-benzamidopurin-9-yl)-2-(hydroxymethyl)-4-isopropyl-morpholin-2-yl]methyl benzoate